3-methoxy-5-[1-(prop-2-enoyl)-2,3-dihydro-1H-indol-6-yl]benzonitrile COC=1C=C(C#N)C=C(C1)C1=CC=C2CCN(C2=C1)C(C=C)=O